S(=O)(=O)(SCCCN)[O-] S-(3-aminopropyl) thiosulfate